C(=O)(OC(C)(C)C)N[C@@H](CC1=CC=C(C=C1)N)C(=O)OCC ethyl N-BOC-L-4-aminophenylalaninate